BrC1=C2C=CN=CC2=C(C=C1)C(F)F 5-bromo-8-(difluoromethyl)isoquinoline